C1(=CC=CC=2OC3=C(C21)C=CC=C3)C=3C=CC=2N=C(C1=NC=4C=CC=CC4C(N1C2C3)=O)C3=CC=CC=C3 2-Dibenzofuran-1-yl-6-phenyl-quinoxalino[2,1-b]quinazolin-12-on